C=1C=2N(C=CN1)C1=C(N2)C=CC=C1 benzimidazo[1,2-a]pyrazine